(R)-2-methyl-N-((2-(trifluoromethyl)pyrimidin-5-yl)methylene)propane-2-sulfinamide tert-butyl-(4S)-4-(3-aminopent-4-enyl)-2,2-dimethyl-pyrrolidine-1-carboxylate C(C)(C)(C)OC(=O)N1C(C[C@@H](C1)CCC(C=C)N)(C)C.CC(C)(C)[S@@](=O)N=CC=1C=NC(=NC1)C(F)(F)F